(1S,9S)-3,11-diazatricyclo[7.3.1.03,8]tridec-5,7-dien-4-one [C@@H]12CN3C(C=CC=C3[C@H](CNC1)C2)=O